[N-](S(=O)(=O)C(F)(F)C(F)(F)F)S(=O)(=O)C(F)(F)C(F)(F)F.C(C)[N+]1(CCCC1)CCCCCCC ethyl-1-heptylpyrrolidinium bis(pentafluoroethanesulfonyl)imide